FC(C1=CC=C(C=C1)NC1=C2C=C(NC2=CC(=C1)NC(C)=O)C(=O)O)(F)F 4-((4-trifluoromethylphenyl)amino)-6-acetylamino-1H-indole-2-carboxylic acid